Tetramethylbenzyl-boron methyl-1-[[5-[2,6-dichloro-4-[6-(difluoromethyl)-3,5-dioxo-1,2,4-triazin-2-yl]phenoxy]-2-methoxy-phenyl]sulfonylamino]cyclopropanecarboxylate COC(=O)C1(CC1)NS(=O)(=O)C1=C(C=CC(=C1)OC1=C(C=C(C=C1Cl)N1N=C(C(NC1=O)=O)C(F)F)Cl)OC.CC=1C(=C(C([B])(C)C)C=CC1)C